O=C1NC(CCC1N1C(C2=CC(=C(C=C2C1=O)N1CCN(CC1)CC1CCN(CC1)C1=CC=C(C=N1)C1(N(CC(NC1)C)C(=O)N)C)F)=O)=O (6-(4-((4-(2-(2,6-dioxopiperidin-3-yl)-6-fluoro-1,3-dioxoisoindolin-5-yl)piperazin-1-yl)methyl)piperidin-1-yl)pyridin-3-yl)-2,5-dimethylpiperazine-1-carboxamide